BrC1=CC(=C(O[C@H](C(=O)O)C)C=C1F)C=1N=NSC1 (2S)-2-[4-bromo-5-fluoro-2-(1,2,3-thiadiazol-4-yl)phenoxy]propionic acid